[4-[2-[5-ACETYLPYRIDIN-2-YL]ETHOXY]BENZYL]-1,3-THIAZOLIDINE-2,4-DIONE C(C)(=O)C=1C=CC(=NC1)CCOC1=CC=C(CN2C(SCC2=O)=O)C=C1